OC=1C(=NC=CC1OC)C(=O)N[C@H](C(=O)OC(C)C1(C(C1)C1=CC=CC=C1)C1=CC=C(C=C1)F)C 1-[1-(4-fluorophenyl)-2-phenyl-cyclopropyl]-ethyl (2S)-2-[(3-hydroxy-4-methoxy-pyridine-2-carbonyl)-amino]propanoate